C(CCCCCC(C(=O)[O-])C(O)(C(=O)[O-])C(C(=O)[O-])(CCCCCC)CCCCCC)C(C(=O)[O-])C(O)(C(=O)[O-])C(C(=O)[O-])(CCCCCC)CCCCCC hexane-1,6-diylbis(dihexyl citrate)